N-ethyloxycarbonyl-2-ethyloxy-1,2-dihydroquinoline C(C)OC(=O)N1C(C=CC2=CC=CC=C12)OCC